N1(CCCCC1)C1=CC=C(C=C1)CO (4-(piperidin-1-yl)phenyl)methanol